5-[4-[4-[(3R,5R)-5-[(5-chloro-1-methyl-6-oxo-pyridazin-4-yl)amino]-1-methyl-3-piperidyl]benzoyl]piperazin-1-yl]-2-(2,6-dioxo-3-piperidyl)isoindoline-1,3-dione ClC1=C(C=NN(C1=O)C)N[C@@H]1C[C@@H](CN(C1)C)C1=CC=C(C(=O)N2CCN(CC2)C=2C=C3C(N(C(C3=CC2)=O)C2C(NC(CC2)=O)=O)=O)C=C1